FC1(NCCNC1)F 2,2-difluoropiperazine